C(CCCCCCCCCCCCCCCCC)[N+](O)(CCCCCCCCCCCCCCCCCC)[O-] N,N-dioctadecylhydroxylamine oxide